CC1(CC2C3(CCCC(CCC12)(C3)C)OCC3(CC3)CO)C (1-(((4,4,8-Trimethyltricyclo[6.3.1.02,5]dodecan-1-yl)oxy)methyl)cyclopropyl)methanol